tert-butyl 2-{5-(2-aminopyrimidin-4-yl)-4-[3-(2,5-difluorobenzenesulfonylamino)-2-fluorophenyl]-thiazol-2-yl}-azetidine-1-carboxylate NC1=NC=CC(=N1)C1=C(N=C(S1)C1N(CC1)C(=O)OC(C)(C)C)C1=C(C(=CC=C1)NS(=O)(=O)C1=C(C=CC(=C1)F)F)F